1-(2-(trifluoromethyl)pyrimidin-5-yl)ethan-1-amine hydrochloride Cl.FC(C1=NC=C(C=N1)C(C)N)(F)F